4-((3-((4-(tert-butyl)piperazin-1-yl)methyl)-10-methoxy-5,6-dihydrobenzo[d]thieno[3,4-b]oxepin-9-yl)amino)-6-(cyclopropanecarboxamido)-N-(methyl-d3)nicotinamide C(C)(C)(C)N1CCN(CC1)CC=1SC=C2C1OCCC1=C2C(=C(C=C1)NC1=CC(=NC=C1C(=O)NC([2H])([2H])[2H])NC(=O)C1CC1)OC